methyl 5-bromo-1-(3-(trifluoromethyl)benzyl)-1H-indazole-7-carboxylate BrC=1C=C2C=NN(C2=C(C1)C(=O)OC)CC1=CC(=CC=C1)C(F)(F)F